ClC1=C(C(=NN1)C)NC(=O)C1=CC(=C(C=C1O[C@H](C(F)(F)F)C)B(O)O)F (S)-(4-((5-chloro-3-methyl-1H-pyrazol-4-yl)carbamoyl)-2-fluoro-5-((1,1,1-trifluoropropan-2-yl)oxy)phenyl)boronic acid